F\C=C(\CNC(OC(C)(C)C)=O)/COC1=CC2=C(N=C(S2)NCCC)C=C1 tert-butyl (Z)-(3-fluoro-2-(((2-(propylamino)benzo[d]thiazol-6-yl)oxy)methyl)allyl)carbamate